(cis)-3-[5-(5,5-dimethyl-1,3,2-dioxaborinan-2-yl)-7-fluoro-1H-1,3-benzimidazol-1-yl]-1-methylcyclobutanol CC1(COB(OC1)C1=CC2=C(N(C=N2)C2CC(C2)(O)C)C(=C1)F)C